(S)-1,4-dioxane O1CCOCC1